7-Hydroxy-5-(piperazin-1-yl)-2,3-dihydro-1,4-benzodioxine OC=1C=C(C2=C(OCCO2)C1)N1CCNCC1